tert-butyl 3-{2-[1-(3-bromophenyl)pyrazol-3-yl]propanamido}-5-cyclopropylpyrazole-1-carboxylate BrC=1C=C(C=CC1)N1N=C(C=C1)C(C(=O)NC1=NN(C(=C1)C1CC1)C(=O)OC(C)(C)C)C